N-(3-phenylnaphthyl)-2-(cyclopropyl)-indole-13C C1(=CC=CC=C1)C=1C=C(C2=CC=CC=C2C1)N1[13C](=CC2=CC=CC=C12)C1CC1